2-(2'-hydroxy-5'-methylphenyl)-2H-benzotriazole OC1=C(C=C(C=C1)C)N1N=C2C(=N1)C=CC=C2